ClC=1C=C(C=C(C1)Cl)C1=CC(=CC(=N1)OC=1C=CC(=NC1)N1CCN(CC1)CCC(=O)O)CN1CCC(CC1)CS(=O)(=O)C 3-(4-(5-((6-(3,5-dichlorophenyl)-4-((4-((methylsulfonyl)methyl)piperidin-1-yl)methyl)pyridin-2-yl)oxy)pyridin-2-yl)piperazin-1-yl)propanoic acid